O1C(CCCC1)N1N=CC(=C1)C1=CC=C(C=C1)N1CCC(CC1)CNC(CCCCCC)=O N-((1-(4-(1-(tetrahydro-2H-pyran-2-yl)-1H-pyrazol-4-yl)phenyl)piperidin-4-yl)methyl)heptanamide